C(C)N(C1=CC=C(C(=O)C2=CC=CC=C2)C=C1)CC 4-(diethylamino)benzophenone